t-butyl (R)-3-(hydroxymethyl)piperazin-1-carboxylate OC[C@H]1CN(CCN1)C(=O)OC(C)(C)C